FC=1C(=C(C=CC1F)[C@H]1[C@@H](O[C@]([C@H]1C)(C(F)(F)F)C)C(=O)NC=1C=NN2C(=NC=CC21)S(=O)(=O)C)OC (2R,3S,4S,5R)-3-(3,4-difluoro-2-methoxyphenyl)-4,5-dimethyl-N-(7-(methanesulfonyl)pyrazolo[1,5-c]pyrimidin-3-yl)-5-(trifluoromethyl)tetrahydrofuran-2-carboxamide